COC(C(=C)NC(C(=C)NC(=O)C=1N=C(SC1)C1CN(CCC1)C(=O)OC(C)(C)C)=O)=O Tert-butyl 3-(4-((3-((3-methoxy-3-oxoprop-1-en-2-yl)amino)-3-oxoprop-1-en-2-yl)carbamoyl)thiazol-2-yl)piperidine-1-carboxylate